FC(C(C(=O)OCC)O)(C=C)F ethyl 3,3-difluoro-2-hydroxy-pent-4-enoate